diisobutyl-bis(methoxymethyl)silane C(C(C)C)[Si](COC)(COC)CC(C)C